O[C@@](C(=O)[O-])(CC(=O)OC)CCCC(C)(C)O 4-O-methyl (2R)-2-hydroxy-2-(4-hydroxy-4-methylpentyl)butanedioate